((4-((R)-2-(4-chloro-2-fluorophenyl)-2H-chromen-8-yl)piperidin-1-yl)methyl)-3-(((S)-oxabutan-2-yl)methyl)-3H-imidazo[4,5-b]pyridine-5-carboxylic acid ClC1=CC(=C(C=C1)[C@@H]1OC2=C(C=CC=C2C=C1)C1CCN(CC1)CC1=NC=2C(=NC(=CC2)C(=O)O)N1C[C@@H](O)CC)F